BrC1=NC(=CC(=C1)OC[C@@H](C)O[Si](C)(C)C(C)(C)C)[C@]1(COCC1)OC 2-Bromo-4-((R)-2-((tert-butyldimethylsilyl)oxy)propoxy)-6-((R)-3-methoxytetrahydrofuran-3-yl)pyridine